OCCCC1CC=2C=CC(=NC2NC1)NC1=NC=C(C(=N1)C=1C=NN(C1)C(C)C)C 6-hydroxypropyl-N-(4-(1-isopropyl-1H-pyrazol-4-yl)5-methylpyrimidin-2-yl)-5,6,7,8-tetrahydronaphthyridin-2-amine